1-(4-benzyl-3-oxo-3,4-dihydro-2H-benzo[b][1,4]oxazin-7-yl)-3-(1H-indol-6-yl)urea C(C1=CC=CC=C1)N1C2=C(OCC1=O)C=C(C=C2)NC(=O)NC2=CC=C1C=CNC1=C2